C(C)(C)(C)OC(=O)N1CCC2(C[C@H](CO2)N2C=NC3=CC=C(C=C3C2=O)OC2=C(C(=CC=C2F)NS(=O)(=O)C2CCCC2)C#N)CC1.S1C=C(C=C1)[Si](C1=CC=CC=C1)(C)C Thiophen-3-yldimethyl-(phenyl)silane tert-butyl-(3R)-3-[6-[2-cyano-3-(cyclopentylsulfonylamino)-6-fluoro-phenoxy]-4-oxo-quinazolin-3-yl]-1-oxa-8-azaspiro[4.5]decane-8-carboxylate